C(C1=CC=CC=C1)OC1=CC(=C(C(=O)OC2=C(C(=C(C(=O)OC3=C(C(=C(C(=C3)C)C(=O)OC3=C(C(=C(C(=C3C)C)C(=O)OCOC)C)CC)C)C)C(=C2C)C)O)Cl)C(=C1)C)OC 4-((2-ethyl-4-((methoxymethoxy)carbonyl)-3,5,6-trimethylphenoxy)carbonyl)-2,3,5-trimethylphenyl 4-((4-(benzyloxy)-2-methoxy-6-methylbenzoyl)oxy)-3-chloro-2-hydroxy-5,6-dimethylbenzoate